C1(=CC(=CC=C1)C1=C(C(=NC2=CC=CC=C12)C(F)(F)F)C#CC=1C=C(C=CC1)C)C 4-(m-Tolyl)-3-(m-tolylethynyl)-2-(trifluoromethyl)quinoline